BrC1=CC=C(C=C1)C=1C=NN(C1)C1CN(C1)C(=O)OC(C)(C)C tert-butyl 3-[4-(4-bromophenyl)pyrazol-1-yl]azetidine-1-carboxylate